(R)-1-(3,3-difluoro-4-((6-fluoro-5-(1-(3-fluoropropyl)-1H-benzo[d][1,2,3]triazol-6-yl)-4-methoxypyrrolo[2,1-f][1,2,4]triazin-2-yl)amino)piperidin-1-yl)-2-hydroxyethan-1-one FC1(CN(CC[C@H]1NC1=NN2C(C(=N1)OC)=C(C(=C2)F)C=2C=CC1=C(N(N=N1)CCCF)C2)C(CO)=O)F